(1R,2S,5S)-3-((S)-2-acetamido-3,3-dimethylbutyryl)-N-((S)-cyano(isoquinolin-4-yl)methyl)-6,6-dimethyl-3-azabicyclo[3.1.0]hexane-2-carboxamide L-glutamate N[C@@H](CCC(=O)O)C(=O)O.C(C)(=O)N[C@H](C(=O)N1[C@@H]([C@H]2C([C@H]2C1)(C)C)C(=O)N[C@@H](C1=CN=CC2=CC=CC=C12)C#N)C(C)(C)C